C(C=C)(=O)N1C[C@@H](CC1)N1C(N(C=2C=NC=CC21)C2=CC(=C(C=C2)OC2=CC(=C(C=C2)Cl)Cl)Cl)=O (R)-1-(1-acryloylpyrrolidin-3-yl)-3-(3-chloro-4-(3,4-dichlorophenoxy)phenyl)-1H-imidazo[4,5-c]pyridin-2(3H)-one